6,10,14-trimethylpentadeca-5,13-dien-2-one CC(=CCCC(C)=O)CCCC(CCC=C(C)C)C